C(C)(C)(C)OC(=O)NCCCOCCOCCOCCCN N-(tert-Butoxycarbonyl)-4,7,10-trioxa-1,13-tridecanediamine